CN([C@@H](CCCNC(N)=N)C(=O)O)C Nα,Nα-dimethyl-arginine